bis-(hexamethylene)triamine C(CCCNCCCCCCN)CCN